(E)-5-(1,3-dioxoisoindolin-2-yl)pent-2-enoic acid ethyl ester C(C)OC(\C=C\CCN1C(C2=CC=CC=C2C1=O)=O)=O